(E)-2-methyl-4-((1-methyl-5-nitro-1H-imidazol-2-yl)methylene)-1,2,3,4-tetrahydroacridine-9-carboxylic acid CC1CC2=C(C3=CC=CC=C3N=C2/C(/C1)=C/C=1N(C(=CN1)[N+](=O)[O-])C)C(=O)O